N,N-diethyl-2-hydroxypropaneamide C(C)N(C(C(C)O)=O)CC